C(N)(=O)CCCN(OCCCCCCCCCCCCCC)OCCCCCCCCCCCCCC carbamoyl-dimyristyloxy-propylamine